3-(chloromethyl)-2-methoxy-6-vinylpyridine ClCC=1C(=NC(=CC1)C=C)OC